tert-butyl 2-(3-fluoro-4-(7-((1-methylazetidin-3-yl)carbamoyl)benzo[d]imidazo[2,1-b]thiazol-2-yl)phenyl)pyrrolidine-1-carboxylate FC=1C=C(C=CC1C=1N=C2SC3=C(N2C1)C=CC(=C3)C(NC3CN(C3)C)=O)C3N(CCC3)C(=O)OC(C)(C)C